(2RS,4R)-4-fluoro-N-[(S)-phenyl[4-(propan-2-yl)phenyl]methyl]-1-[2-(1H-1,2,3-triazol-1-yl)acetyl]pyrrolidine-2-carboxamide F[C@@H]1C[C@@H](N(C1)C(CN1N=NC=C1)=O)C(=O)N[C@H](C1=CC=C(C=C1)C(C)C)C1=CC=CC=C1 |&1:3|